N-(1H-pyrrole-1-yl)butanamide N1(C=CC=C1)NC(CCC)=O